FC(C1=CC=C2C(=CC=NC2=C1)NC=1C(=NC(=CC1)N1N=CC=C1)OC)F 7-(difluoro-methyl)-N-(2-methoxy-6-(1H-pyrazol-1-yl)-pyridin-3-yl)-quinolin-4-amine